1-(4-((5-([1,2,4]triazolo[4,3-a]pyridin-6-yl)-7H-pyrrolo[2,3-d]pyrimidin-2-yl)amino)piperidin-1-yl)ethan-1-one N=1N=CN2C1C=CC(=C2)C2=CNC=1N=C(N=CC12)NC1CCN(CC1)C(C)=O